C(CCC)N1CCC(CC1)OC=1C=C2CN(C(C2=CC1)=O)C1C(NC(CC1)=O)=O Butyl-4-((2-(2,6-dioxopiperidin-3-yl)-1-oxoisoindolin-5-yl)oxy)piperidine